C(CCCC)(=O)OCC(COC(CCCC)=O)C 2-methyl-1,3-propanediyl divalerate